pyrazolo[5,1-b]Thiazole-7-carboxamide S1C=2N(C=C1)N=CC2C(=O)N